lithium 9,9-dimethylfluorenide CC1(C2=CC=CC=C2C=2C=CC=[C-]C12)C.[Li+]